2-(2-pyridinyl)-2,3-dihydroquinazolin-4(1H)-one N1=C(C=CC=C1)C1NC2=CC=CC=C2C(N1)=O